BrCC=1C=C(C=C(C1)CBr)C1=CC(=CC(=C1)Cl)Cl 3,5-bis(bromomethyl)-3',5'-dichloro-1,1'-biphenyl